5-bromo-3-methoxypyridinecarbonitrile BrC=1C=C(C(=NC1)C#N)OC